2-chloro-N-methyl-N-(1-((1-methylcyclopropyl)methyl)-6-(N-(1-methylcyclopropyl)sulfamoyl)-2,4-dioxo-1,4-dihydroquinazolin-3(2H)-yl)acetamide ClCC(=O)N(N1C(N(C2=CC=C(C=C2C1=O)S(NC1(CC1)C)(=O)=O)CC1(CC1)C)=O)C